C(CCCCCCC)SCCCCCCCC din-octyl sulfide